C(C)(C)(C)OOC1=C(C(=NN=N1)OOC(C)(C)C)OOC(C)(C)C tris-(t-butyl-peroxy)triazine